FC1=CC=C(OC=2N=CC(=NC2)S(=O)(=O)N2[C@H]([C@@H]3CC[C@H](C2)N3C(=O)OCCOC)C(NO)=O)C=C1 2-methoxyethyl (1S,2R,5R)-3-((5-(4-fluorophenoxy)pyrazin-2-yl)sulfonyl)-2-(hydroxycarbamoyl)-3,8-diazabicyclo[3.2.1]octane-8-carboxylate